3-(1-methyl-1H-pyrazol-4-yl)-N-(4-(4-oxo-4-(piperidin-4-ylamino)butyl)-1-phenyl-1H-imidazol-2-yl)benzamide CN1N=CC(=C1)C=1C=C(C(=O)NC=2N(C=C(N2)CCCC(NC2CCNCC2)=O)C2=CC=CC=C2)C=CC1